C1(CCCC1)C1=NC2=NC=NC(=C2N1)NC(CC1=CC(=CC(=C1)F)C=1C=NN(C1)C(F)F)=O N-(8-cyclopentyl-7H-purin-6-yl)-2-(3-(1-(difluoromethyl)-1H-pyrazol-4-yl)-5-fluorophenyl)acetamide